(7RS)-2-(2-aminopyridin-4-yl)-7-(cyclopropylmethyl)-5-methyl-3-(1,3-thiazol-4-ylamino)-1,5,6,7-tetrahydro-4H-pyrrolo[3,2-c]pyridin-4-one NC1=NC=CC(=C1)C1=C(C=2C(N(C[C@H](C2N1)CC1CC1)C)=O)NC=1N=CSC1 |r|